4-(3-(4-chlorophenyl)-2-methylbut-2-en-1-yl)piperazine-1-carboxylic acid tert-butyl ester C(C)(C)(C)OC(=O)N1CCN(CC1)CC(=C(C)C1=CC=C(C=C1)Cl)C